C12CN(CC(CC1)N2)C=2OC1=C(N2)C(=C(C=C1C=1N=CSC1)C(C)(C)OC)OC(F)(F)F 2-(3,8-diazabicyclo[3.2.1]octan-3-yl)-5-(2-methoxy-propan-2-yl)-7-(thiazol-4-yl)-4-(trifluoromethoxy)benzo[d]oxazole